COC1=C(C=CC=C1)C1=NC(=CC2=C1NC1=CC=CC=C21)C(=O)O 1-(2-methoxyphenyl)-9H-pyrido[3,4-b]Indole-3-carboxylic acid